CC1=C(C=CC=C1C)C1CCN(CC1)C(CN1N=C(C2=C1C[C@@H]1[C@H]2C1)C(=O)N1C[C@H]([C@@H](CC1)O)F)=O 1-[4-(2,3-Dimethylphenyl)piperidin-1-yl]-2-{(3bR,4aR)-3-[(3R,4R)-3-fluoro-4-hydroxypiperidin-1-carbonyl]-3b,4,4a,5-tetrahydro-1H-cyclopropa[3,4]cyclopenta[1,2-c]pyrazol-1-yl}ethan-1-on